BrC1=C(C(=CC(=C1)F)Br)Cl 1,3-dibromo-2-chloro-5-fluorobenzene